(1r,4r)-4-(difluoromethyl)cyclohexan-1-amine hydrochloride Cl.FC(C1CCC(CC1)N)F